t-butyl [4-(4'-hydroxy[1,1'-biphenyl]-4-yl)-2,3,9-trimethyl-6H-thieno[3,2-f][1,2,4]triazolo[4,3-a][1,4]diazepin-6-yl]carbamate OC1=CC=C(C=C1)C1=CC=C(C=C1)C1=NC(C=2N(C3=C1C(=C(S3)C)C)C(=NN2)C)NC(OC(C)(C)C)=O